O[C@H]1C[C@@H](N(C1)CC1=CN=C(S1)NC(C)=O)C N-(5-(((2s,4s)-4-hydroxy-2-methylpyrrolidin-1-yl)methyl)thiazol-2-yl)acetamide